C1=CC=CC=2C3=CC=CC=C3N(C12)C=1C=C(C=CC1)C1=NC(=NC(=N1)C1=CC=CC=C1)C1=C(C=CC=C1)C1=CC=CC=2C3=CC=C(C=C3C3(C12)CCCCC3)C#N 1'-(2-(4-(3-(9H-carbazol-9-yl)phenyl)-6-phenyl-1,3,5-triazin-2-yl)phenyl)spiro[cyclohexane-1,9'-fluorene]-7'-carbonitrile